COC1=C(C=CC(=C1)[N+](=O)[O-])N1CCCCC1 1-(2-methoxy-4-nitrophenyl)piperidine